2-{3-[(3S)-3-propylpiperazin-1-yl]-1,2,4-triazin-6-yl}-5-(1H-pyrazol-4-yl)phenol C(CC)[C@H]1CN(CCN1)C=1N=NC(=CN1)C1=C(C=C(C=C1)C=1C=NNC1)O